N-(2-(2,4-dioxotetrahydropyrimidin-1(2H)-yl)benzyl)acetamide O=C1N(CCC(N1)=O)C1=C(CNC(C)=O)C=CC=C1